tert-butyl 6-methyl-4-(trifluoromethylsulfonyloxy)-3,6-dihydro-2H-pyridine-1-carboxylate CC1C=C(CCN1C(=O)OC(C)(C)C)OS(=O)(=O)C(F)(F)F